C1(CCCCC1)P(C1=C(C=CC=C1)C1=C(C=CC=C1)N(C)C)C1CCCCC1 2-(di-cyclohexylphosphino)-2'-(N,N-dimethylamino)-biphenyl